2-chloro-N,3-dimethoxy-N-methylpropanamide ClC(C(=O)N(C)OC)COC